4,6-dihydrospiro[[1,2,3]triazolo[4,5-b]pyridine-7,3'-indoline]-2',5(3h)-dione N1C(C2(C3=CC=CC=C13)C1=C(NC(C2)=O)NN=N1)=O